3-(dimethylamino)-1-(4-(2-ethyl-3-((4-(4-fluorophenyl)thiazol-2-yl)(methyl)amino)imidazo[1,2-a]pyridin-6-yl)piperidin-1-yl)propan-1-one CN(CCC(=O)N1CCC(CC1)C=1C=CC=2N(C1)C(=C(N2)CC)N(C)C=2SC=C(N2)C2=CC=C(C=C2)F)C